5-(cyclopropoxymethyl)tetrazolo[1,5-a]pyridine C1(CC1)OCC1=CC=CC=2N1N=NN2